3-(3-(benzyloxy)phenyl)piperazin-2-one C(C1=CC=CC=C1)OC=1C=C(C=CC1)C1C(NCCN1)=O